2-(3-(6-(2-hydroxyphenyl)pyridin-3-yl)phenyl)-4,6-diphenylpyrimidine OC1=C(C=CC=C1)C1=CC=C(C=N1)C=1C=C(C=CC1)C1=NC(=CC(=N1)C1=CC=CC=C1)C1=CC=CC=C1